2-bromo-6-(4-(2-fluorophenyl)-5-methyl-4H-1,2,4-triazol-3-yl)pyridine BrC1=NC(=CC=C1)C1=NN=C(N1C1=C(C=CC=C1)F)C